C(C)(C)(C)OC(N(C)C1CCN(CC1)CC1=CC2=C(N(C(N2C)=O)C2C(NC(CC2)=O)=O)C=C1)=O N-[1-[[1-(2,6-dioxo-3-piperidinyl)-3-methyl-2-oxo-benzimidazol-5-yl]methyl]-4-piperidinyl]-N-methyl-carbamic acid tert-butyl ester